6-(trifluoromethyl)indan-1-one FC(C1=CC=C2CCC(C2=C1)=O)(F)F